1-methyl-2-benzimidazolebutyric acid CN1C(=NC2=C1C=CC=C2)CCCC(=O)O